ClC=1C=C(C=2N(N1)C(=NN2)C(C)C)NCC2=NC=CN=C2 6-chloro-3-isopropyl-N-(pyrazin-2-ylmethyl)-[1,2,4]triazolo[4,3-b]pyridazin-8-amine